FC1(CC1)C1=NNC(=N1)C1CC2(CN(C2)C(=O)N2CC(C2)OCC2=C(C=C(C=C2)S(=O)(=O)C(F)(F)F)F)C1 [6-[3-(1-fluorocyclopropyl)-1H-1,2,4-triazol-5-yl]-2-azaspiro[3.3]heptan-2-yl]-[3-(2-fluoro-4-triflyl-benzyl)oxyazetidin-1-yl]methanone